Cl.Cl.N1CC(C1)OC=1C=CC(=NC1)C#C 5-(azetidin-3-yloxy)-2-ethynyl-pyridine dihydrochloride